1-[4-[(7R)-7-(3-amino-2-fluoro-5-methyl-6-(trifluoromethyl)phenyl)-5,6,7,8-tetrahydroquinazolin-4-yl]piperazin-1-yl]prop-2-en-1-one NC=1C(=C(C(=C(C1)C)C(F)(F)F)[C@@H]1CCC=2C(=NC=NC2C1)N1CCN(CC1)C(C=C)=O)F